tert-butyl (S)-3-(((5-chloro-2-propoxybenzyl)amino)methyl)pyrrolidine-1-carboxylate ClC=1C=CC(=C(CNC[C@H]2CN(CC2)C(=O)OC(C)(C)C)C1)OCCC